FC=1C=CC(=C(C1)[C@@H]1N(CCC1)C=1C=CC=2N(N1)C(=CN2)C(N[C@@H]2COCCC2)=S)SC 6-[(2R)-2-[5-fluoro-2-(methylsulfanyl)phenyl]pyrrolidin-1-yl]-N-[(3S)-oxan-3-yl]imidazo[1,2-b]pyridazine-3-carbothioamide